O[C@H]1[C@@H](O[C@@H]([C@H]1O)CO)[N+]1=CC(=CC=C1)C(NCCCCCCCCCCCCCC)=O 1-((2r,3r,4s,5r)-3,4-Dihydroxy-5-(Hydroxymethyl)Tetrahydrofuran-2-Yl)-3-(Tetradecylcarbamoyl)Pyridin-1-Ium